CN1CCC(CC1)NC(=O)C1CCN(CC1)C(=O)C1=NNC(=C1)C1=CC=NC=C1 N-(1-methylpiperidin-4-yl)-1-[5-(pyridin-4-yl)-1H-pyrazole-3-carbonyl]piperidine-4-carboxamide